N-(4-(3-amino-6-methylisoxazolo[3,4-b]pyridin-4-yl)phenyl)-6-(trifluoromethoxy)indoline-1-carboxamide NC=1ON=C2N=C(C=C(C21)C2=CC=C(C=C2)NC(=O)N2CCC1=CC=C(C=C21)OC(F)(F)F)C